2-methylquinoline-4-carboxylic acid CC1=NC2=CC=CC=C2C(=C1)C(=O)O